(2-(diallylphosphoryl) phenyl) carbamate C(N)(OC1=C(C=CC=C1)P(=O)(CC=C)CC=C)=O